n-butane iodide [I-].CCCC